aluminum calcium magnesium potassium sodium zinc [Zn].[Na].[K].[Mg].[Ca].[Al]